4-(diphenylphosphono)-2,3,5,6-tetrafluorobenzonitrile C1(=CC=CC=C1)OP(=O)(OC1=CC=CC=C1)C1=C(C(=C(C#N)C(=C1F)F)F)F